COC([C@H]1N(CC(C1)=O)C(=O)OC(C)(C)C)=O 1-tert-butyloxycarbonyl-4-oxoproline methyl ester